C(C1=CC=CC=C1)OC1=CC=CC(=N1)N(CCC(=O)OC)C methyl 3-((6-(benzyloxy)pyridin-2-yl)(methyl)amino)propanoate